C(C)(C)(C)C1=NN(C(=C1)N)C1=C(C=CC=C1)F 3-(tert-butyl)-1-(2-fluorophenyl)-1H-pyrazol-5-amine